F[B-](F)(F)F.C(C)N1C=[N+](C=C1)CC 1,3-diethylimidazolium tetrafluoroborate